3-(5-(((1S,2S)-2-(3-(4-ethoxycyclohexyl)azetidin-1-yl)cyclohexyl)oxy)-1-oxoisoindolin-2-yl)piperidine-2,6-dione C(C)OC1CCC(CC1)C1CN(C1)[C@@H]1[C@H](CCCC1)OC=1C=C2CN(C(C2=CC1)=O)C1C(NC(CC1)=O)=O